C(C)(C)(C)C=1C=C(CC2=C(C=CC(=C2)C)NS(=O)(=O)C2=CC=C(C=C2)C)C=C(C1O)C(C)(C)C N-(2-(3,5-di-tert-butyl-4-hydroxybenzyl)-4-methylphenyl)-4-methylbenzenesulfonamide